FC1(CC(C1)(C)CN1N=C(C(=C1C(=O)NC1=CC(=NC=C1)S(=O)(=N)C)C(F)(F)F)C1C(C1)C(F)F)F 1-((3,3-difluoro-1-methylcyclobutyl)methyl)-3-(2-(difluoromethyl)cyclopropyl)-N-(2-(S-methylsulfonimidoyl)pyridin-4-yl)-4-(trifluoromethyl)-1H-pyrazole-5-carboxamide